trans-4-(((trans-4-(3-Cyano-4-methoxyphenyl)cyclohexyl)methyl)(3-(1-Isopropyl-1H-pyrazol-4-yl)phenyl)carbamoyl)cyclohexyl methylcarbamate CNC(O[C@@H]1CC[C@H](CC1)C(N(C1=CC(=CC=C1)C=1C=NN(C1)C(C)C)C[C@@H]1CC[C@H](CC1)C1=CC(=C(C=C1)OC)C#N)=O)=O